5-(3-(6-((7-chloro-1-methyl-1H-indazol-6-yl)methyl)-2-azaspiro[3.3]heptan-2-yl)propyl)-4-methylpyridazin-3(2H)-one ClC=1C(=CC=C2C=NN(C12)C)CC1CC2(CN(C2)CCCC2=C(C(NN=C2)=O)C)C1